COC1=CC=C(C=C1)CN1CC2=CC=C(C=C2C1=O)CC(=O)OC(C)(C)C tert-Butyl 2-{2-[(4-methoxyphenyl)methyl]-3-oxo-1H-isoindol-5-yl}acetate